ClC1=C(C=CC=C1)C1=CC2=C(N=C(N=C2)NC2=CC(=C(C=C2)N2CCN(CC2)C)C)N(C1=O)[C@@H]1CN(CCC1)C(CC)=O (S)-6-(2-chlorophenyl)-2-((3-methyl-4-(4-methylpiperazin-1-yl)phenyl)amino)-8-(1-propionylpiperidin-3-yl)pyrido[2,3-d]pyrimidin-7(8H)-one